3-[(5-Ethyl-4-phenylthiazol-2-yl)amino]benzoic acid C(C)C1=C(N=C(S1)NC=1C=C(C(=O)O)C=CC1)C1=CC=CC=C1